CNC(=O)N1CC2NS(C=3C(OCC2C1)=C(N(C3)C)C(=O)NC3=CC(=C(C(=C3)F)F)F)(=O)=O N2,7-dimethyl-N8-(3,4,5-trifluorophenyl)-3a,4,10,10a-tetrahydro-1H,7H-dipyrrolo[3,4-b:3',4'-f][1,4,5]oxathiazocine-2,8(3H)-dicarboxamide 5,5-dioxide